C1(CCCCC1)S Cyclohexanethiol